3-bromo-1-(2,4-dichlorophenyl)-1H-pyrazole-5-carboxylic acid BrC1=NN(C(=C1)C(=O)O)C1=C(C=C(C=C1)Cl)Cl